4-(5-[4-(1,2,5-oxadiazol-3-yl)phenyl]thiophen-2-ylmethyl)-2,4-dihydro-3H-1,2,4-triazol-3-one hydrochloride Cl.O1N=C(C=N1)C1=CC=C(C=C1)C1=CC=C(S1)CN1C(NN=C1)=O